2,3-dimethylbenzofuran CC=1OC2=C(C1C)C=CC=C2